(S)-4-Methyl-N-(4-(morpholin-2-yl)phenyl)benzamide CC1=CC=C(C(=O)NC2=CC=C(C=C2)[C@H]2CNCCO2)C=C1